5-bromo-2-(4-chloro-2-fluorophenyl)chromane BrC1=C2CCC(OC2=CC=C1)C1=C(C=C(C=C1)Cl)F